CC1=CC(=C(C=C1)C1=CC=C(C=C1N)C)N 4,4'-dimethyl-2,6'-diaminobiphenyl